FC1=CC(=C(N)C=C1)OC(C)C 4-fluoro-2-isopropoxyaniline